C(C)N1C[C@@H](CCC1)NC=1N=NC(=C(N1)C(F)(F)F)C1=C(C=C(C=C1)C(F)(F)F)O 2-[3-[[(3R)-1-ethyl-3-piperidinyl]amino]-5-(trifluoromethyl)-1,2,4-triazin-6-yl]-5-(trifluoromethyl)phenol